C1(CC1)C(=O)NC1=NN2C(C=C(C=C2)C=2C(=NOC2C)O[C@@H]2C[C@H](C2)NC(OC(C)(C)C)=O)=C1 tert-butyl ((trans)-3-((4-(2-(cyclopropanecarboxamido)pyrazolo[1,5-a]pyridin-5-yl)-5-methylisoxazol-3-yl)oxy)cyclobutyl)carbamate